C(CCCCCCCCCCCCCCCCCCCCC(C)C)(=O)[O-].[Mg+2].C(CCCCCCCCCCCCCCCCCCCCC(C)C)(=O)[O-] magnesium isotetracosanate